C(C)(C)(C)OC(=O)N[C@H]1[C@H]([C@H]2CC[C@@H]1O2)C(=O)OC |r| rac-Methyl (1R,2R,3S,4S)-3-((tert-butoxycarbonyl)amino)-7-oxabicyclo[2.2.1]heptane-2-carboxylate